ClC=1NC=2[C@H](CCCCCCC3=CC=CC=C3C1N2)NC(\C=C\C2=C(C=CC(=C2)Cl)N2N=NN=C2)=O (E)-N-((S)-17-Chloro-16,18-diaza-tricyclo[13.2.1.02,7]octadeca-1(17),2,4,6,15(18)-pentaen-14-yl)-3-(5-chloro-2-tetrazol-1-yl-phenyl)-acrylamide